N1=C(C=CC=C1)C(=O)N Pyridine-2-Formamide